FC1(CN(CC[C@H]1NC1=NN2C(C(=N1)OC)=C(C(=C2)F)C=2C=CC1=C(N(C=N1)CC(F)F)C2)C([2H])([2H])[2H])F (R)-N-(3,3-difluoro-1-(methyl-d3)piperidin-4-yl)-5-(1-(2,2-difluoroethyl)-1H-benzo[d]imidazol-6-yl)-6-fluoro-4-methoxypyrrolo[2,1-f][1,2,4]triazin-2-amine